N-(2,5-dimorpholinooxazolo[4,5-b]pyridin-6-yl)-2-(2-methylpyridin-4-yl)oxazole-4-carboxamide O1CCN(CC1)C=1OC=2C(=NC(=C(C2)NC(=O)C=2N=C(OC2)C2=CC(=NC=C2)C)N2CCOCC2)N1